N,N-diisopropyl-para-toluidine C(C)(C)N(C1=CC=C(C=C1)C)C(C)C